COC(C(CCN1CCC(=CC1)C1=CC=C(C=C1)I)(S(=O)(=O)C)C)=O 4-(4-(4-iodophenyl)-3,6-dihydropyridin-1(2H)-yl)-2-methyl-2-(methylsulfonyl)butanoic acid methyl ester